ClC1=CC(=C(C=C1)C1=NOC(=C1C1=NC=CC=C1CO)C1=C(C=C(C=C1)F)F)F (αS)-[3-(4-chloro-2-fluorophenyl)-5-(2,4-difluorophenyl)-4-isoxazolyl]-3-pyridinemethanol